C(C)(C)C1=C2C=C(N=CC2=C(N=C1)N1[C@@H](CC1)C)NC1=NC(=NC=C1)N1C[C@H]([C@H](CC1)OC)O (3R,4S)-1-(4-((5-isopropyl-8-((R)-2-methylazetidin-1-yl)-2,7-naphthyridine-3-yl)amino)pyrimidin-2-yl)-4-methoxypiperidin-3-ol